F[Sb-](F)(F)(F)(F)F.O1CC1 oxirane hexafluoroantimonate